N1C=NC2=C1C=CC(=C2)N2C([C@H]([C@H]2C2=C(C=C(C=C2F)C=2C=NN(C2)C(F)(F)F)F)CC)=O (3S,4S)-1-(1H-benzo[d]imidazol-5-yl)-4-(2,6-difluoro-4-(1-(trifluoromethyl)-1H-pyrazol-4-yl)phenyl)-3-ethylazetidin-2-one